methyl-Ammonia Iodide [I-].CN